2-amino-ethan-1-ol NCCO